FC12CC(C1)(C2)C(=O)N2CCC(CC2)N(C2=CC=C(C=C2)C(F)(F)F)C=2C=NC=CC2OC (3-Fluorobicyclo[1.1.1]pentan-1-yl)(4-((4-methoxypyridin-3-yl)(4-(trifluoromethyl)phenyl)amino)piperidin-1-yl)methanone